(2R,3S,4S,5R)-3-(3,4-difluoro-2-methoxyphenyl)-N-(6-((R)-1-hydroxy-2-methoxyethyl)pyridin-3-yl)-4,5-dimethyl-5-(trifluoromethyl)tetrahydrofuran-2-carboxamide FC=1C(=C(C=CC1F)[C@H]1[C@@H](O[C@]([C@H]1C)(C(F)(F)F)C)C(=O)NC=1C=NC(=CC1)[C@H](COC)O)OC